C1(CCC2=CC=CC=C12)C(=O)C1=CC(=CC=C1)OC (2,3-dihydro-1H-inden-1-yl)(3-methoxyphenyl)methanone